F[C@]1(COCC2=CC=C(C=C12)C(=O)O)C (R)-4-fluoro-4-methylisochromane-6-carboxylic acid